6-[1-ethyl-3-(trifluoromethyl)pyrazol-4-yl]-4-[2-[(2-methylpyrimidin-4-yl)amino]-4-pyridinyl]-1H-pyridin-2-one C(C)N1N=C(C(=C1)C1=CC(=CC(N1)=O)C1=CC(=NC=C1)NC1=NC(=NC=C1)C)C(F)(F)F